(Ra)-6-(1-(4-(4-Cyano-6-methoxypyridin-2-yl)benzyl)-4-fluoro-1H-indol-7-carboxamido)-spiro[3.3]heptan C(#N)C1=CC(=NC(=C1)OC)C1=CC=C(CN2C=CC3=C(C=CC(=C23)C(=O)NC2CC3(CCC3)C2)F)C=C1